6-[(1S,2S)-2-[6-(2,4-dimethoxypyrimidin-5-yl)imidazo[1,2-b]pyridazin-8-yl]cyclopropyl]-4-(2,2,2-trifluoroethoxy)quinoline COC1=NC=C(C(=N1)OC)C=1C=C(C=2N(N1)C=CN2)[C@@H]2[C@H](C2)C=2C=C1C(=CC=NC1=CC2)OCC(F)(F)F